trans-4-((4-(2-Cyclopropyloxazol-4-yl)pyridin-2-yl)-((trans-4-(5-meth-oxy-6-methylpyridin-2-yl)cyclohexyl)-methyl)carbamoyl)-cyclohexyl ((R)-1-hydroxypropan-2-yl)carbamate OC[C@@H](C)NC(O[C@@H]1CC[C@H](CC1)C(N(C[C@@H]1CC[C@H](CC1)C1=NC(=C(C=C1)OC)C)C1=NC=CC(=C1)C=1N=C(OC1)C1CC1)=O)=O